ClC=1N=CC=2N=C3N(C2N1)C1(CCOCC1)CN3 2-Chloro-2',3',5',6,6',7-hexahydrospiro[imidazo[1,2-e]purine-8,4'-pyran]